ClC1=C(C=C(C=C1)C1=CC(=CC=C1)F)F 4-chloro-3,3'-difluoro-[1,1'-biphenyl]